C(C)(C)(C)SSCCC=1SC=CC1 2-(2-(tert-butyldisulfanyl)ethyl)thiophene